tert-butyl 3-hydroxy-3-(trifluoromethyl)-3a,4,6,7-tetrahydroisoxazolo[4,3-c]pyridine-5-carboxylate OC1(ON=C2C1CN(CC2)C(=O)OC(C)(C)C)C(F)(F)F